ClC1=CC(=C(N=N1)N(CC1(C(OCC1)=O)C)C)C(=O)OC(C)(C)C tert-butyl 6-chloro-3-{methyl[(3-methyl-2-oxooxolan-3-yl)methyl]amino}pyridazine-4-carboxylate